1-((1-ethyl-3-methyl-1H-pyrazol-5-yl)methyl)-1H-benzo[d]imidazole-6-carboxylate C(C)N1N=C(C=C1CN1C=NC2=C1C=C(C=C2)C(=O)[O-])C